NC=1CN(C(=C(N1)C1=CC=CC=C1)C=1C=C2C=CC=NC2=C(C1)Cl)CCN1CC(C1)O 3-amino-6-(8-chloroquinolin-6-yl)-N-(2-(3-hydroxyazetidin-1-yl)ethyl)-5-phenylpyrazine